CC1=CC(=NO1)C1=NN=C2N1N=C(C1=CC=CC=C21)OC(C)C2=CC=C(C=N2)C(=O)O 6-(1-((3-(5-methyl-1,2-oxazol-3-yl)-[1,2,4]triazolo[3,4-a]phthalazin-6-yl)oxy)ethyl)pyridine-3-carboxylic acid